(+)-N-(5-(1-amino-1-(4-cyanophenyl)-3-cyclopropyl-propyl)-2-fluorophenyl)-1-(1-aminoisoquinolin-7-yl)-3-(trifluoromethyl)-1H-pyrazole-5-carboxamide NC(CCC1CC1)(C1=CC=C(C=C1)C#N)C=1C=CC(=C(C1)NC(=O)C1=CC(=NN1C1=CC=C2C=CN=C(C2=C1)N)C(F)(F)F)F